N1CNC=C1[Si](OCC)(OCC)OCC 5-dihydroimidazolyl-triethoxysilane